(2E)-4-hydroxy-3-methylbut-2-enyl diphosphate O(P([O-])(=O)OP(=O)([O-])[O-])C\C=C(\CO)/C